C(C)(C)(C)C1OC1 2-(tert-butyl)oxirane